ClC1=C(C=C(C=C1)NC(OC)=O)N1N=C(C=C1C(=O)NC1=C(C=C(C=C1C(=O)NC)Cl)C)C(F)(F)F methyl N-[4-chloro-3-[5-[[[4-chloro-2-methyl-6-[(methylamino)carbonyl]phenyl]amino]carbonyl]-3-(trifluoromethyl)-1H-pyrazol-1-yl]phenyl]carbamate